2,2,2-trifluoroethyl N-[(1S)-2,2-dimethyl-1-(methylcarbamoyl)propyl]carbamate CC([C@@H](C(NC)=O)NC(OCC(F)(F)F)=O)(C)C